(R)-2-(4-(3-(1-(5-ethylpyrimidin-2-yl)piperidin-4-yl)propoxy)-2,6-difluorophenyl)-4-methyl-4,5-dihydrooxazole C(C)C=1C=NC(=NC1)N1CCC(CC1)CCCOC1=CC(=C(C(=C1)F)C=1OC[C@H](N1)C)F